2-[4-[4-(1-hydroxy-2-methylpropan-2-yl)-N-methylanilino]phenoxy]pyrido[3,4-d]pyrimidin-4-ol OCC(C)(C)C1=CC=C(N(C)C2=CC=C(OC=3N=C(C4=C(N3)C=NC=C4)O)C=C2)C=C1